6-(1-(3,5-dibromophenyl)-2-(quinolin-2-yl)propan-2-yl)pyridin-2-ol BrC=1C=C(C=C(C1)Br)CC(C)(C1=NC2=CC=CC=C2C=C1)C1=CC=CC(=N1)O